FCC(CN(CCC(C(=O)O)NC(=O)C1(CC1)C1=C(C=NC=C1C)F)CCCCC1=NC=2NCCCC2C=C1)OC 4-[[3-fluoro-2-methoxy-propyl]-[4-(5,6,7,8-tetrahydro-1,8-naphthyridin-2-yl)butyl]amino]-2-[[1-(3-fluoro-5-methyl-4-pyridyl)cyclopropanecarbonyl]amino]butanoic acid